N1(CCOCC1)CCCSC1=NC=CC(=N1)NC1=CC(=C(C=C1)OC1=CC(=CC=C1)C(F)(F)F)Cl 2-(3-(morpholinyl)propylthio)-4-(3-chloro-4-(3-(trifluoromethyl)phenoxy)phenylamino)pyrimidine